2-(4,4-dimethylcyclohexen-1-yl)-6-(2,2,6,6-tetramethylmorpholin-4-yl)pyridin-3-amine CC1(CC=C(CC1)C1=NC(=CC=C1N)N1CC(OC(C1)(C)C)(C)C)C